FC1(CC(CC1)C1=NC2=NC=NC(=C2N1)C(=O)O)F 8-(3,3-difluorocyclopentyl)-7H-purine-6-carboxylic acid